2'-[4-ethoxyphenyl]-5-[4-methyl-1-piperazinyl]-2,5'-bi-1H-benzimidazole tri-hydrochloride Cl.Cl.Cl.C(C)OC1=CC=C(C=C1)C1=NC2=C(N1)C=CC(=C2)C2=NC1=C(N2)C=CC(=C1)N1CCN(CC1)C